1-bromo-4-(4-methoxybenzyl)benzene BrC1=CC=C(C=C1)CC1=CC=C(C=C1)OC